P(=O)(O)(O)O.FC=1C=C(C=CC1C=1C=NC(=CC1)C=1N=NN(N1)CC)N1C(O[C@@H](C1)C(C(F)(F)F)O)=O (S)-3-(3-fluoro-4-(6-(2-ethyl-2H-tetrazol-5-yl)pyridin-3-yl)phenyl)-5-(1-hydroxy-2,2,2-trifluoro-ethyl)oxazolidin-2-one phosphate